FC=1C(=CC(=C(C1)N1C(C=CC2=CC(=CC=C12)S(=O)(=O)NC1=NC=CC=N1)=O)OC)O[C@H](C(F)(F)F)C (P)-(S)-1-(5-fluoro-2-methoxy-4-((1,1,1-trifluoropropan-2-yl)oxy)phenyl)-2-oxo-N-(pyrimidin-2-yl)-1,2-dihydroquinoline-6-sulfonamide